N-[2-[4-[3-[tert-Butyl(dimethyl)silyl]oxypropyl-amino]-6,7-dichloro-3-(1H-pyrazol-4-yl)indol-1-yl]ethyl]acetamide [Si](C)(C)(C(C)(C)C)OCCCNC1=C2C(=CN(C2=C(C(=C1)Cl)Cl)CCNC(C)=O)C=1C=NNC1